ClC1=CC=C(CN2C(=NC=3N(C(N(C(C23)=O)CCCO)=O)C)C2CCC(CC2)(F)F)C=C1 7-(4-chlorobenzyl)-8-(4,4-difluorocyclohexyl)-1-(3-hydroxypropyl)-3-methyl-3,7-dihydro-1H-purine-2,6-dione